NC=1C(=NC=C(N1)N1CCC(CC1)(C)CN)SC=1C(=C(C=CC1)NC(=O)NS(=O)(=O)C1=CC=NC=C1)Cl N-((3-((3-amino-5-(4-(aminomethyl)-4-methylpiperidin-1-yl)pyrazin-2-yl)thio)-2-chlorophenyl)carbamoyl)pyridine-4-sulfonamide